C[C@H]1N(CCC1)C1CCC2=C(CC1)C=C(C=C2)C=2C=C1C(=NC2)NN=C1C1=CC=C(C=C1)S(=O)(=O)C 5-(7-((R)-2-Methylpyrrolidin-1-yl)-6,7,8,9-tetrahydro-5H-benzo[7]annulen-2-yl)-3-(4-(methylsulfonyl)phenyl)-1H-pyrazolo[3,4-b]pyridine